2-(4,5-bis(4-(1,2,2-triphenylvinyl)phenyl)-1H-imidazole-2-yl)pyridine C1(=CC=CC=C1)C(=C(C1=CC=CC=C1)C1=CC=CC=C1)C1=CC=C(C=C1)C=1N=C(NC1C1=CC=C(C=C1)C(=C(C1=CC=CC=C1)C1=CC=CC=C1)C1=CC=CC=C1)C1=NC=CC=C1